C1(=CC=CC=C1)P(=O)(C1=CC=CC=C1)C(C(=O)N)C(C(=O)N)P(=O)(C1=CC=CC=C1)C1=CC=CC=C1 2,3-bis(diphenyl-phosphoryl)succinamide